CC1(CC=C(CC1)C=CC1OCCO1)C 2-(2-(4,4-dimethylcyclohex-1-en-1-yl)vinyl)-1,3-dioxolane